hydroxy-1,1'-binaphthyl OC1=C(C2=CC=CC=C2C=C1)C1=CC=CC2=CC=CC=C12